N-formyl-N,N'-dimethyl-ethylenediamine C(=O)N(CCNC)C